FC=1C=C(C=C2C(=C(NC12)C1=CC=C(C=C1)F)C1CC(C1)NC(CCO)=O)C(F)(F)F N-[3-[7-fluoro-2-(4-fluorophenyl)-5-(trifluoromethyl)-1H-indol-3-yl]cyclobutyl]-3-hydroxy-propanamide